S(=S)(=O)([O-])[O-].[Au+].[Au+] gold(I) thiosulfate